C(C)N(CCO)CC N,N-diethyl-monoethanolamine